tert-butyliminotris(ethylamino)zirconium C(C)(C)(C)N=[Zr](NCC)(NCC)NCC